8-amino-2-naphthoic acid NC=1C=CC=C2C=CC(=CC12)C(=O)O